Cl\C(\C(=O)OCC)=N/NCC(C)(C)O ethyl (Z)-2-chloro-2-(2-(2-hydroxy-2-methylpropyl)hydrazono)acetate